[Mo].CN(CCOC=1C=C(C=C(C1)F)NC(=O)C1=NC(=NC(=C1)C(F)(F)F)N1C=NC=C1)C N-(3-(2-(dimethylamino)ethoxy)-5-fluorophenyl)-2-(1H-imidazol-1-yl)-6-(trifluoromethyl)pyrimidine-4-carboxamide molybdenum